ethylphosphinic acid C(C)P(O)=O